tert-Butyl 2-(2'-chloro-5'-methoxy-6-methyl-[4,4'-bipyridyl]-3-carboxamido)-4H-pyrrolo[3,2-d]thiazole-4-carboxylate ClC1=NC=C(C(=C1)C1=C(C=NC(=C1)C)C(=O)NC=1SC2=C(N1)C=CN2C(=O)OC(C)(C)C)OC